2-Morpholineethanesulfonic acid N1CC(OCC1)CCS(=O)(=O)O